4-((5-(2,4-difluoro-3-hydroxyphenyl)-1,3,4-thiadiazol-2-yl)methyl)-6-phenyl-4,6-diazaspiro[2.4]heptane-5,7-dione FC1=C(C=CC(=C1O)F)C1=NN=C(S1)CN1C2(CC2)C(N(C1=O)C1=CC=CC=C1)=O